ClC=1C(=C(C=CC1F)NC1=NC=NC2=CC=C(C=C12)[C@H]1CN(CCC1)C(=O)OC(C)(C)C)F (S)-tert-butyl 3-(4-((3-chloro-2,4-difluorophenyl)amino)quinazolin-6-yl)piperidine-1-carboxylate